COC(C1=CC(=C(C=C1)NC\C=C\CNC(=O)OC(C)(C)C)OC)=O.N1N=C(C=C1)C1=NC(=CC=C1)C1=NNC=C1 2,6-bis(1H-pyrazol-3-yl)pyridine Methyl-(E)-4-((4-((tert-butoxycarbonyl)amino)but-2-en-1-yl)amino)-3-methoxybenzoate